NCC=1C=C(C=CC1)C=1C=C(C2=C(C(=CO2)COC2=C(C=CC=C2C)CC(=O)OCC)C1)OC ethyl 2-(2-((5-(3-(aminomethyl)phenyl)-7-methoxybenzofuran-3-yl)methoxy)-3-methylphenyl)acetate